ClC=1C(=C(C=CC1)CC1CN(CCO1)C(=O)OC(C)(C)C)C1=CN=CS1 tert-butyl 2-[(3-chloro-2-thiazol-5-yl-phenyl)methyl]morpholine-4-carboxylate